N-methyl-9,13-dioxa-5,17,19,23,26-pentazatetracyclo[16.6.2.14,8.021,25]heptacosa-1(24),4(27),5,7,18(26),19,21(25),22-octaen-2-yn-22-amine CNC=1C=2C=NC=3NCCCOCCCOC4=CC=NC(C#CC(=CN1)C2N3)=C4